ClC1=C(C=CC=C1Cl)N1CCN(CC1)CCC1CC(C1)NC(=O)N1CC(C1)OC N-(3-(2-(4-(2,3-dichlorophenyl)piperazin-1-yl)ethyl)cyclobutyl)-3-methoxyazetidine-1-carboxamide